6-[(2R)-2-amino-3-(3-fluorooxetan-3-yl)propyl]-7-methyl-N-[(thiophen-2-yl)methyl]thieno[3,2-c]pyridazin-4-amine N[C@@H](CC1=C(C=2N=NC=C(C2S1)NCC=1SC=CC1)C)CC1(COC1)F